(2Z)-5-cyclopropyl-4-oxopent-2-enoic acid ethyl ester C(C)OC(\C=C/C(CC1CC1)=O)=O